NCCNC(=O)C=1C=C(C=CC1)C1=C2C=C3CCC[N+]=4CCCC(=C2OC=2C=5CCCN6CCCC(=CC12)C56)C43 16-{3-[(2-aminoethyl)carbamoyl]phenyl}-3-oxa-9λ5,23-diazaheptacyclo[17.7.1.15,9.02,17.04,15.023,27.013,28]octacosa-1(27),2(17),4,9(28),13,15,18-heptaen-9-ylium